N[C@H](C#N)CC1=C(C=C(C=C1)C=1C=C2C(N(CC2=CC1)C)=O)F (S)-2-amino-3-(2-fluoro-4-(2-methyl-3-oxoisoindolin-5-yl)phenyl)propionitrile